C1(CC1)C1=C(C=CC=C1)C(C(=O)O)N1C[C@H](CC1)OCCCCC1=NC=2NCCCC2C=C1 2-(2-Cyclopropylphenyl)-2-((S)-3-(4-(5,6,7,8-tetrahydro-1,8-naphthyridin-2-yl)butoxy)pyrrolidin-1-yl)acetic acid